tert-butyl-3-[4-[(4-[7-[trans-4-hydroxycyclohexyl]-2-[(3,3,3-trifluoropropyl)amino]-7H-pyrrolo[2,3-d]pyrimidin-5-yl]phenyl)methyl] piperazin-1-yl]pyrrolidine-1-carboxylate C(C)(C)(C)OC(=O)N1CC(CC1)N1CCN(CC1)CC1=CC=C(C=C1)C1=CN(C=2N=C(N=CC21)NCCC(F)(F)F)[C@@H]2CC[C@H](CC2)O